(1R,3R,5R)-N-(4-methoxybenzyl)-N-(4-methyl-3-(pyrrolo[2,1-f][1,2,4]triazin-2-yl)phenyl)-2-azabicyclo[3.1.0]hexane-3-carboxamide hydrochloride Cl.COC1=CC=C(CN(C(=O)[C@@H]2N[C@@H]3C[C@@H]3C2)C2=CC(=C(C=C2)C)C2=NN3C(C=N2)=CC=C3)C=C1